(E)-2-(4-bromophenyl)-3-(3-(2-(5-(1-methyl-1H-pyrazol-4-yl)nicotinoyl)hydrazino)-3-oxoprop-1-en-1-yl)-1,4,8-triazaspiro[4.5]dec-1,3-diene-8-carboxylic acid tert-butyl ester C(C)(C)(C)OC(=O)N1CCC2(N=C(C(=N2)C2=CC=C(C=C2)Br)\C=C\C(=O)NNC(C2=CN=CC(=C2)C=2C=NN(C2)C)=O)CC1